O[C@H](CN1C[C@H]2[C@@](C1)(C[C@@H](C2)OC2=CC=CC=C2)O)C2=NC=C(C=C2)O (3aR,5R,6aS)-2-((R)-2-hydroxy-2-(5-hydroxypyridin-2-yl)ethyl)-5-phenoxyhexahydrocyclopenta[c]pyrrol-3a(1H)-ol